C(=C)C1=CC=C(C2=CC=CC=C12)C=C 1,4-Divinylnaphthalene